BrC1=CC(=CC=2N1N=C(C2)C)C(=O)N2C[C@@H]1C([C@@H]1C2)OC2=NC(=CC(=C2)C(C)C)C2=CC=C(C=C2)F 2-(2-(((1R,5S,6s)-3-(7-bromo-2-methylpyrazolo[1,5-a]pyridine-5-carbonyl)-3-azabicyclo[3.1.0]hexan-6-yl)oxy)-6-(4-fluorophenyl)pyridin-4-yl)propan